4-methyl-2-(2-oxo-4-(trifluoromethyl)pyridin-1(2H)-yl)pentanoic acid CC(CC(C(=O)O)N1C(C=C(C=C1)C(F)(F)F)=O)C